FC(C=1C=CC(=NC1)O[C@H]1C[C@H](NC1)CO)(F)F ((2s,4s)-4-(5-(trifluoromethyl)pyridin-2-yloxy)pyrrolidin-2-yl)methanol